(R)-N-methyl-3-((4-oxo-4,5-dihydropyrazolo[1,5-a]quinoxalin-7-yl)methyl)-1,2,3,4,4a,5-hexahydropyrazino[1,2-d]pyrido[2,3-b][1,4]oxazine-8-carboxamide CNC(=O)C=1C=CC2=C(OC[C@@H]3N2CCN(C3)CC=3C=C2NC(C=4N(C2=CC3)N=CC4)=O)N1